(3R)-3-[(4-chlorophthalazin-1-yl)oxy]piperidine ClC1=NN=C(C2=CC=CC=C12)O[C@H]1CNCCC1